[(2S,4R)-2-(2-methoxy-4-pyridyl)tetrahydropyran-4-yl]-3-methyl-pyrido[3,4-d]pyrimidin-4-one COC1=NC=CC(=C1)[C@H]1OCC[C@H](C1)C=1N(C(C2=C(N1)C=NC=C2)=O)C